2-chloro-4-fluoro-5-nitrotrichlorotoluene ClC1=C(C(Cl)(Cl)Cl)C=C(C(=C1)F)[N+](=O)[O-]